FC1=CC(=C(OC2=C(C(=O)NC=3C=CC(=NC3)C(=O)O)C(=CC(=C2)C(F)(F)F)C(F)(F)F)C=C1)OC 5-(2-(4-fluoro-2-methoxyphenoxy)-4,6-bis(trifluoromethyl)benzoylamino)picolinic acid